FC(C(C(C(C(F)(F)OC(C=C)=O)(F)F)(F)F)(F)F)CC(F)(F)F acrylic acid dodecafluoroheptyl ester